FC(C1=NC(=NO1)C=1C=C2CC[C@H](C2=CC1)NC(=O)C1=C(N=CO1)C(F)(F)F)F (R)-N-(5-(5-(difluoromethyl)-1,2,4-oxadiazol-3-yl)-2,3-dihydro-1H-inden-1-yl)-4-(trifluoromethyl)oxazole-5-carboxamide